NC1=CC(=C(C(=C1)C)N1CCC(CC1)N(C)C)F 1-(4-amino-2-fluoro-6-methylphenyl)-N,N-dimethylpiperidin-4-amine